tert-butyl N-(5-fluoro-4-formylpyridin-3-yl)carbamate FC=1C(=C(C=NC1)NC(OC(C)(C)C)=O)C=O